4-pyrimidin-2-ylpiperazin N1=C(N=CC=C1)N1CCNCC1